C1(=CC=CC=C1)CCC(=O)N1CCN(CC1)C(=O)OC(C)(C)C tert-butyl 4-(3-phenylpropanoyl)piperazine-1-carboxylate